(2-(3-(1-(isopropylamino)ethyl)-5-methoxyphenylamino)-5-methylpyrimidin-4-ylamino)benzo[d]oxazol-2(3H)-one C(C)(C)NC(C)C=1C=C(C=C(C1)OC)NC1=NC=C(C(=N1)NN1C(OC2=C1C=CC=C2)=O)C